5-Chloro-N-methylisoindolin-4-amine ClC1=C(C=2CNCC2C=C1)NC